C[SiH](C1=CC=C(C=C1)C(=C)C1=CC=CC=C1)C dimethyl-[4-(1-phenyl-vinyl)phenyl]silane